sorbitol 6-phosphate P(=O)(O)(O)OC[C@H]([C@H]([C@@H]([C@H](CO)O)O)O)O